tert-Butyl rac-(5S)-5-methyl-2-oxo-piperidine-1-carboxylate C[C@H]1CCC(N(C1)C(=O)OC(C)(C)C)=O |r|